C(C)(C)(C)OC(=O)NCC(=O)NCC(=O)N[C@@H](CC1=CC=CC=C1)C(=O)NCC(=O)O N-(tert-butoxycarbonyl)glycylglycyl-L-phenylalanylglycine